(e)-N-methyl-benzimidazole tert-butyl-3-(6-(((benzyloxy)carbonyl)amino)-5,6,7,8-tetrahydronaphthalen-2-yl)-3,8-diazabicyclo[3.2.1]octane-8-carboxylate C(C)(C)(C)OC(=O)N1C2CN(CC1CC2)C2=CC=1CCC(CC1C=C2)NC(=O)OCC2=CC=CC=C2.CN2C=NC1=C2C=CC=C1